CC1=C(C(NC1S(=O)(=O)C1=CC=C(C)C=C1)=O)CCSC1=CC=C(C=C1)C 1,5-dihydro-4-methyl-3-(2-p-tolylthioethyl)-5-p-toluenesulfonyl-2H-2-pyrrolone